O(C1=CC=CC=C1)C1=CC=C(C=C1)N1N=NC(=C1)CCNC1=CC(=NC(=C1)C(F)(F)F)C=1C=NNC1 N-((1-(4-Phenoxyphenyl)-1H-1,2,3-triazol-4-yl)ethyl)-2-(1H-pyrazol-4-yl)-6-(trifluoromethyl)pyridin-4-amine